C(C)C1=NN2C(NC=3C(=C2)CN(C3)CC3CCOCC3)=C1 2-ethyl-6-(tetrahydro-2H-pyran-4-ylmethyl)-6,7-dihydro-4H-pyrazolo[1,5-a]pyrrolo[3,4-d]pyrimidine